(+)-glucose, monohydrate O.O=C[C@H](O)[C@@H](O)[C@H](O)[C@H](O)CO